CN(CC(=O)NC1=C2C(N(C(C2=C(C=C1)F)=O)[C@@H](CS(=O)(=O)C)C1=NC(=C(C=C1)OC)OCC)=O)C (R)-2-(dimethylamino)-N-(2-(1-(6-ethoxy-5-methoxypyridin-2-yl)-2-(methylsulfonyl)ethyl)-7-fluoro-1,3-dioxoisoindolin-4-yl)acetamide